CS(=O)(=O)OCCOCCCOCCCCCOC1=CC(=CC=C1)[C@@H](C)NC(=O)OC(C)(C)C (R)-2-(3-((5-(3-(1-((tert-butoxycarbonyl)amino)ethyl) phenoxy)pentyl)oxy)propoxy)ethyl methanesulfonate